6-(3-ethyl-1-(piperidin-4-yl)-1H-pyrazol-4-yl)-4-methoxypyrazolo[1,5-a]pyridine-3-carbonitrile C(C)C1=NN(C=C1C=1C=C(C=2N(C1)N=CC2C#N)OC)C2CCNCC2